OC=1C=C2CCC(C(C2=CC1)C1=CC=C(C=C1)N1CCC(CC1)N1CCN(CC1)CC1=C(C=CC=C1)C1C(NC(CC1)=O)=O)C1=CC=CC=C1 3-(2-((4-(1-(4-(6-hydroxy-2-phenyl-1,2,3,4-tetrahydronaphthalen-1-yl)phenyl)piperidin-4-yl)piperazin-1-yl)methyl)phenyl)piperidine-2,6-dione